6-((methylamino)methyl)-6-phenyl-4,5,6,7-tetrahydrobenzo[d]thiazol-2-amine CNCC1(CC2=C(N=C(S2)N)CC1)C1=CC=CC=C1